OC=1C=C2C(=C(N(C2=CC1)CC1=CC=C(OCCCCN2CCN(CC2)C(COC=2C=C(C=CC2)C2C(NC(CC2)=O)=O)=O)C=C1)C1=CC=C(C=C1)O)C 3-(3-(2-(4-(4-(4-((5-Hydroxy-2-(4-hydroxyphenyl)-3-methyl-1H-indol-1-yl)-methyl)phenoxy)butyl)piperazin-1-yl)-2-oxoethoxy)phenyl)piperidine-2,6-dione